2-(fluoromethylsulfonamido)thiazole-4-carboxamide FCS(=O)(=O)NC=1SC=C(N1)C(=O)N